C12CN(CC2C1)C=1OC2=C(N1)C=CC(=C2)N2C=C(C(C=C2C2=CC(=C(C=C2)N2CC(CC2)(F)F)C#N)=O)C(=O)O 1-(2-(3-azabicyclo[3.1.0]hexane-3-yl)benzo[d]oxazol-6-yl)-6-(3-cyano-4-(3,3-difluoropyrrolidin-1-yl)phenyl)-4-oxo-1,4-dihydropyridine-3-carboxylic acid